C(C)(C)NC=1N=C(C2=C(N1)N=CC=C2)NCC2=C(C=CC=C2)C(F)(F)F N2-isopropyl-N4-(2-(trifluoromethyl)benzyl)pyrido[2,3-d]pyrimidine-2,4-diamine